OC1=C(C=C(C=C1C1CCCCC1)C)CC1=C(C(=CC(=C1)C)C1CCCCC1)O bis-[2-hydroxy-5-methyl-3-cyclohexylphenyl]-methane